C(CC)N1C(C=CC=C1)S(=O)(=O)[O-] N-propylpyridinesulfonate